C(C)(C)(C)OC(=O)N1C(C2(CC1)CNCC2)CC2=CC=C(C=C2)F (4-Fluorobenzyl)-2,7-diazaspiro[4.4]nonane-2-carboxylic acid tert-butyl ester